C[C@H](CCCC(C)C)[C@H]1CC[C@@H]2[C@@]1([C@H](C[C@H]3[C@H]2[C@@H](C[C@H]4[C@@]3(CC[C@H](C4)O)C)O)O)C The molecule is a 3alpha-hydroxy steroid, a 7alpha-hydroxy steroid and a 12alpha-hydroxy steroid. It has a role as a human metabolite and a mouse metabolite. It derives from a hydride of a 5beta-cholestane.